methylene-α-D-xylofuranose C=C([C@@H]1[C@@H]([C@H]([C@@H](O)O1)O)O)O